triacontyl-ammonium chloride [Cl-].C(CCCCCCCCCCCCCCCCCCCCCCCCCCCCC)[NH3+]